(S)-5-chloro-4-(cyclopentylmethoxy)-2-fluoro-N-((4-((1-methylpyrrolidin-3-yl)oxy)piperidin-1-yl)sulfonyl)benzamide ClC=1C(=CC(=C(C(=O)NS(=O)(=O)N2CCC(CC2)O[C@@H]2CN(CC2)C)C1)F)OCC1CCCC1